OCCOC(NC)=O (2-hydroxyethyl)(methyl)-carbamate